BrC1=CC=C(C=2C(=CN=CC12)C(=O)OC)C(=O)OC Dimethyl 8-Bromoisoquinoline-4,5-dicarboxylate